Cl.FC(CC1CN(CCN1)C=1C(=CC(=NC1)N)OC)F 5-[3-(2,2-difluoro-ethyl)-piperazin-1-yl]-4-methoxy-pyridin-2-ylamine hydrochloride